N-(2-(Difluoromethyl)phenyl)-2-(((2-(trifluoromethyl)pyridin-4-yl)thio)methyl)-1H-benzo[d]imidazol-5-amine FC(C1=C(C=CC=C1)NC1=CC2=C(NC(=N2)CSC2=CC(=NC=C2)C(F)(F)F)C=C1)F